COC(=O)C1CN(C1)C1CCC2=CC(=CC=C12)C1CN(C1)C(=O)OC(C)(C)C tert-butyl 3-(1-(3-(methoxycarbonyl)azetidin-1-yl)-2,3-dihydro-1H-inden-5-yl)azetidine-1-carboxylate